1-(2,6-Dihydroxy-4-(2-(2-(2-mercaptoethoxy)ethoxy)ethoxy)phenyl)-3-(4-hydroxyphenyl)propan-1-one OC1=C(C(=CC(=C1)OCCOCCOCCS)O)C(CCC1=CC=C(C=C1)O)=O